N-[2-(4-hydroxy-1-piperidyl)-5-(trifluoromethyl)-3-pyridyl]pyridine-4-carboxamide OC1CCN(CC1)C1=NC=C(C=C1NC(=O)C1=CC=NC=C1)C(F)(F)F